chloro-6-methyl-7-((2-(trimethylsilyl)ethoxy)methyl)-7H-pyrrolo[2,3-d]pyrimidine-5-formaldoxime ClC=1N=CC2=C(N1)N(C(=C2C=NO)C)COCC[Si](C)(C)C